BrC1=CC=2N(C(=C1)C)N=CC2 5-bromo-7-methyl-pyrazolo[1,5-a]pyridine